(1R,2S,5S)-N-((5-chloropyridin-3-yl)(cyano)methyl)-3-((S)-3,3-dimethyl-2-(2,2,2-trifluoroacetamido)butanoyl)-6,6-dimethyl-3-azabicyclo[3.1.0]hexane-2-carboxamide ClC=1C=C(C=NC1)C(NC(=O)[C@@H]1[C@H]2C([C@H]2CN1C([C@H](C(C)(C)C)NC(C(F)(F)F)=O)=O)(C)C)C#N